Tert-butyl N-[(3R,6S)-6-{[3-(8-{2-[(2,2-difluoroethyl)(isopropyl)carbamoyl]-4-fluorophenyl}-3-methylimidazo[1,5-a]pyridin-6-yl)pyrrolidin-1-yl]methyl}oxan-3-yl]carbamate FC(CN(C(=O)C1=C(C=CC(=C1)F)C=1C=2N(C=C(C1)C1CN(CC1)C[C@@H]1CC[C@H](CO1)NC(OC(C)(C)C)=O)C(=NC2)C)C(C)C)F